5-amino-3-(7-((5-fluoro-2-methoxybenzamido)methyl)-1H-pyrrolo[3,2-c]pyridin-4-yl)-1-isopropyl-1H-pyrazole-4-carboxamide NC1=C(C(=NN1C(C)C)C1=NC=C(C2=C1C=CN2)CNC(C2=C(C=CC(=C2)F)OC)=O)C(=O)N